ClC1=CC(=NC=N1)OC[C@@H]1C[C@H](CC1)C(=O)OCC ethyl trans-3-[(6-chloropyrimidin-4-yl)oxymethyl]cyclopentanecarboxylate